ClC1=C(CN2C=CC3=CC=CC(=C23)C2=NNC(=C2)NC(C2=CC=C(C=C2)NC2CCN(CC2)C)=O)C=CC=C1 N-(3-(1-(2-chlorobenzyl)-1H-indol-7-yl)-1H-pyrazol-5-yl)-4-((1-methylpiperidin-4-yl)amino)benzamide